benzyl (1-(2-(1-(4-((2,6-dioxopiperidin-3-yl)amino)-3-fluorophenyl)piperidin-4-yl)ethyl)piperidin-4-yl)carbamate O=C1NC(CCC1NC1=C(C=C(C=C1)N1CCC(CC1)CCN1CCC(CC1)NC(OCC1=CC=CC=C1)=O)F)=O